NC1=NC(=C(C(=N1)N)C#N)N[C@@H](C)C1=CN(C=2C1=NC=CC2)C=2C=NC=CC2 (S)-2,4-diamino-6-((1-(1-(pyridin-3-yl)-1H-pyrrolo[3,2-b]pyridin-3-yl)ethyl)amino)pyrimidine-5-carbonitrile